C(C)(C)(C)OC(=O)NCCCC(C(=O)OCC)=C ethyl 5-((tert-butoxycarbonyl)amino)-2-methylenepentanoate